C[C@H]1N(C[C@@H]([C@H]([C@@H]1O)O)O)CCC1=CC(=CC=C1)C(F)(F)F (2R,3R,4R,5S)-2-methyl-1-(3-(trifluoromethyl)phenethyl)piperidine-3,4,5-triol